ClC1=CC=C2C(=N1)N(C(=N2)N2C=NC1=C2C=NC=C1)C1CC1 5-chloro-3-cyclopropyl-2-(3H-imidazo[4,5-c]pyridin-3-yl)-3H-imidazo[4,5-b]pyridine